gallium monoselenide [Ga]=[Se]